NCCNCCC[Si](OC)(OC)OC (N-(2-aminoethyl)-3-aminopropyl)trimethoxysilane